methyl 3-bromo-6-(tert-butylcarbamoyl)picolinate BrC=1C(=NC(=CC1)C(NC(C)(C)C)=O)C(=O)OC